methyl (2S)-6-methyl-4-oxopiperidine-2-carboxylate CC1CC(C[C@H](N1)C(=O)OC)=O